bis-β-alanine acrylate C(C=C)(=O)O.NCCC(=O)O.NCCC(=O)O